2-(4-chloro-3-fluorophenoxy)-N-{(3S)-4-[2-(4-chloro-3-fluorophenoxy)acetylamino]-3-hydroxybicyclo[2.2.2]octan-1-yl}-N-methylacetamide ClC1=C(C=C(OCC(=O)N(C)C23C[C@@H](C(CC2)(CC3)NC(COC3=CC(=C(C=C3)Cl)F)=O)O)C=C1)F